9-(((tetrahydro-2H-pyran-4-yl)methyl)amino)heptadecanedioic acid 1-(heptadecane-9-yl) 17-(3-methylnonyl) ester CC(CCOC(CCCCCCCC(CCCCCCCC(=O)OC(CCCCCCCC)CCCCCCCC)NCC1CCOCC1)=O)CCCCCC